[Cl-].OCC[NH+]1C=NCC1 N-(2-hydroxyethyl)imidazolinium chloride